(hydroxymethyl)-phosphorus OC[P]